N1N=CC=2C1=NC=CC2OC2=C(C=C(C=C2)NC(=O)C2=C1C(=CN(C2=O)C2=CC=C(C=C2)F)CCO1)F N-(4-((1H-pyrazolo[3,4-b]pyridin-4-yl)oxy)-3-fluorophenyl)-5-(4-fluorophenyl)-6-oxo-2,3,5,6-tetrahydrofuro[3,2-c]pyridine-7-carboxamide